ethyl (Z)-2-((benzyloxy)imino)-2-(2-((4-methoxybenzyl)thio)thiazol-4-yl)acetate C(C1=CC=CC=C1)O\N=C(/C(=O)OCC)\C=1N=C(SC1)SCC1=CC=C(C=C1)OC